F[C@H](C(=O)N)[C@H](O)C1=CC=C(C=C1)F (2s,3r)-2-fluoro-3-(4-fluorophenyl)-3-hydroxypropionamide